methyl 7-[5-chloranyl-2-[2-[6-(4-methoxy-1-piperidyl)-2-methyl-4-oxidanylidene-5,6,7,8-tetrahydroquinazolin-3-yl]ethoxy]phenyl]-5-methyl-thieno[3,2-b]pyridine-3-carboxylate ClC=1C=CC(=C(C1)C1=C2C(=NC(=C1)C)C(=CS2)C(=O)OC)OCCN2C(=NC=1CCC(CC1C2=O)N2CCC(CC2)OC)C